FC(OC1=CC=C(C=C1)C=1C=C2C=C(C(N(C2=NC1)CCN1CCOCC1)=O)C(=O)NC1CC2(C1)CCC2)F 6-(4-(difluoromethoxy)phenyl)-1-(2-morpholinoethyl)-2-oxo-N-(spiro[3.3]heptan-2-yl)-1,2-dihydro-1,8-naphthyridine-3-carboxamide